(2-ethyl-7-(trifluoromethyl)imidazo[1,2-c]pyrimidin-3-yl)(4-hydroxyphenyl)methanone C(C)C=1N=C2N(C=NC(=C2)C(F)(F)F)C1C(=O)C1=CC=C(C=C1)O